(Z)-(3-(1-(4-amino-2-fluorobut-2-en-1-yl)-6-(trifluoromethyl)-1H-benzo[d]imidazol-4-yl)-4-fluorophenyl)methanol Hydrochloride Cl.NC\C=C(\CN1C=NC2=C1C=C(C=C2C=2C=C(C=CC2F)CO)C(F)(F)F)/F